benzyl 3-[[[(3R)-3-(tert-butoxycarbonylamino)-5-[[4-(cyclopentoxy)phenyl]methyl]-4-oxo-2,3-dihydro-1,5-benzothiazepine-7-carbonyl]amino]carbamoyl]pyrrolidine-1-carboxylate C(C)(C)(C)OC(=O)N[C@H]1CSC2=C(N(C1=O)CC1=CC=C(C=C1)OC1CCCC1)C=C(C=C2)C(=O)NNC(=O)C2CN(CC2)C(=O)OCC2=CC=CC=C2